2-(3-chloro-2-pyridyl)-5-(difluoromethyl)pyrazole ClC=1C(=NC=CC1)N1N=C(C=C1)C(F)F